ClC=1SC2=NC(=C(C=C2N1)F)O[C@@H]1[C@@H](CCC(C1)(F)F)O |r| rac-cis-2-((2-chloro-6-fluorothiazolo[5,4-b]pyridin-5-yl)oxy)-4,4-difluorocyclohexanol